O=C=O diketocarbon